C(CCC)OC(COC1=NC=CC=C1SC1=C(C=C(C(=C1)N1C(N(C(=CC1=O)C(F)(F)F)N)=O)F)Cl)=O n-Butyl-{[3-({5-[3-amino-2,6-dioxo-4-(trifluoromethyl)-3,6-dihydropyrimidin-1(2H)-yl]-2-chloro-4-fluorophenyl} sulfanyl)pyridin-2-yl]oxy}acetat